3-bromo-2-(((cis-4-(2-methoxyphenyl)cyclohexyl)oxy)methyl)pyridine BrC=1C(=NC=CC1)CO[C@@H]1CC[C@@H](CC1)C1=C(C=CC=C1)OC